FC1=CC=CC=C1S(=O)(=O)Cl 6-fluorobenzenesulfonyl chloride